FC=1C=CC2=C(C(=C(S2)C(=O)O)C2=CC=CC=C2)C1F difluoro-3-phenyl-1-benzothiophene-2-carboxylic acid